C(CC(O)(C(=O)[O-])CC(=O)[O-])(=S)[O-].[K+].[K+].[K+] potassium thiocitrate